4-((4-(((1R,3S,4S)-4-amino-3-fluorocyclohexyl)amino)-5-trifluoromethylpyrimidin-2-yl)amino)benzamide N[C@@H]1[C@H](C[C@@H](CC1)NC1=NC(=NC=C1C(F)(F)F)NC1=CC=C(C(=O)N)C=C1)F